(1S)-1-[3-(5-azaspiro[2.5]octan-5-yl)-1,2,4-oxadiazol-5-yl]ethanamine C1CC12CN(CCC2)C2=NOC(=N2)[C@H](C)N